N-(7-Acetamido-6-oxo-7,8-dihydrocyclopenta[g][1,3]benzodioxol-5-yl)acetamide C(C)(=O)NC1CC2=C(C(=CC3=C2OCO3)NC(C)=O)C1=O